3,5-dihydroxyphenyl-glycine OC=1C=C(C=C(C1)O)NCC(=O)O